4,4'-bis(4-butylphenyl)benzidine C(CCC)C1=CC=C(C=C1)C1(C=CC(C=C1)=C1C=CC(N)(C=C1)C1=CC=C(C=C1)CCCC)N